N-[1-(3-aminophenyl)pyrazol-3-yl]-1-tetrahydropyran-2-yl-indazol-5-amine NC=1C=C(C=CC1)N1N=C(C=C1)NC=1C=C2C=NN(C2=CC1)C1OCCCC1